N-(4-bromo-2-nitro-phenyl)-N-t-butoxycarbonyl-carbamic acid tert-butyl ester C(C)(C)(C)OC(N(C(=O)OC(C)(C)C)C1=C(C=C(C=C1)Br)[N+](=O)[O-])=O